N-cyclopentyl-2-(pyridin-4-yl)pyrido[3,4-d]pyrimidine-amine C1(CCCC1)NC1(N=CC2=C(N1)C=NC=C2)C2=CC=NC=C2